5-cyano-6-(trifluoromethyl)pyridinecarboxamide C(#N)C=1C=CC(=NC1C(F)(F)F)C(=O)N